5-(1-benzylazetidin-3-yl)-1,3-thiazole-4-carboxylic acid C(C1=CC=CC=C1)N1CC(C1)C1=C(N=CS1)C(=O)O